FC1=C(C=CC(=O)OC)C=C(C=C1)F methyl 2,5-difluorocinnamate